BrC1=CC(=C(C=C1)C1(CC1)OC1=CC=CC(=N1)C1CCN(CC1)C(=O)OC(C)(C)C)F tert-butyl 4-(6-(1-(4-bromo-2-fluorophenyl)cyclopropoxy)pyridin-2-yl)piperidine-1-carboxylate